(3-bromothiophen-2-yl)(4-(2-((3-methoxyphenylethyl)amino)phenyl)piperazin-1-yl)methanone BrC1=C(SC=C1)C(=O)N1CCN(CC1)C1=C(C=CC=C1)NCCC1=CC(=CC=C1)OC